tert-Butyl(5-bromo-3-(3-(5-nitropyridin-2-yl)isoxazol-5-yl)pyrazin-2-yl)(tert-butoxycarbonyl)carbamate C(C)(C)(C)OC(N(C(=O)OC(C)(C)C)C1=NC=C(N=C1C1=CC(=NO1)C1=NC=C(C=C1)[N+](=O)[O-])Br)=O